[N-]=C=O.CC=1C=CC=CC1C 3,4-dimethylbenzene isocyanate